FC=1C(=C(C=CC1C)C1(CC1)C(=O)NC1CN(CCC(C1)C)C1=NN=NN1)O 1-(3-fluoro-2-hydroxy-4-methylphenyl)-N-(5-methyl-1-(1H-tetrazol-5-yl)azepan-3-yl)cyclopropane-1-carboxamide